(R)-1-(5-((3-(4-methyl-1-oxo-1,3-dihydroisobenzofuran-5-yl)piperazin-1-yl)methyl)pyridin-2-yl)-1H-pyrazole-4-carbonitrile CC1=C2COC(C2=CC=C1[C@@H]1CN(CCN1)CC=1C=CC(=NC1)N1N=CC(=C1)C#N)=O